ClC1=NC=C(C(=N1)C=1C=NN2C1[C@H](CCCC2)C)F (S)-3-(2-chloro-5-fluoropyrimidin-4-yl)-4-methyl-5,6,7,8-tetrahydro-4H-pyrazolo[1,5-a]azepine